(R)-[(2R,5R)-5-propyl-2-pyrrolidinyl](m-fluorophenyl)methanol C(CC)[C@@H]1CC[C@@H](N1)[C@H](O)C1=CC(=CC=C1)F